ClC=1C(=CC2=C(N=C(O2)CSC=2NC(C3=C(N2)N(N=C3)C3CCC(CC3)(F)F)=O)C1)[N+](=O)[O-] 6-(((5-chloro-6-nitrobenzo[d]oxazol-2-yl)methyl)thio)-1-(4,4-difluorocyclohexyl)-1,5-dihydro-4H-pyrazolo[3,4-d]pyrimidin-4-one